4-ethoxy-5-methoxypyridine-2-formaldehyde C(C)OC1=CC(=NC=C1OC)C=O